ClC1=CC(=C(C=C1)C1(OCC(O1)C)CN1N=CN=C1)OC1=CC=C(C=C1)Cl 1-{2-[4-chloro-2-(4-chlorophenoxy)-phenyl]-4-methyl-[1,3]dioxolan-2-ylmethyl}-1H-[1,2,4]triazole